[(1S,2S,3R,4S,6R)-3-[(2R,3S,5R,6R)-5-acetoxy-3-azido-6-(azidomethyl)-4,4-difluoro-tetrahydropyran-2-yl]oxy-4,6-diazido-2-hydroxy-cyclohexyl]acetate C(C)(=O)O[C@H]1C([C@H]([C@H](O[C@@H]1CN=[N+]=[N-])O[C@H]1[C@H]([C@H]([C@@H](C[C@@H]1N=[N+]=[N-])N=[N+]=[N-])CC(=O)[O-])O)N=[N+]=[N-])(F)F